N-[3-(4-Cyanophenoxy)phenyl]-4-phenylpyrrolidine-3-carboxamide hydrochloride Cl.C(#N)C1=CC=C(OC=2C=C(C=CC2)NC(=O)C2CNCC2C2=CC=CC=C2)C=C1